2-(5-(1-((1S,2S,3S,5S,6R)-2,6-difluoro-1-methyl-8-azabicyclo[3.2.1]octan-3-yl-5-d)vinyl)pyrazin-2-yl)-5-(1H-imidazol-1-yl)phenol F[C@@H]1[C@@]2(C[C@H]([C@](C[C@H]1C(=C)C=1N=CC(=NC1)C1=C(C=C(C=C1)N1C=NC=C1)O)(N2)[2H])F)C